FC(C1=CC(=NN1CC(=O)N(C)C)C1=NC(=NO1)C1(CC1)C1=C(C=CC=C1)C)F 2-(5-(difluoromethyl)-3-(3-(1-(o-tolyl)cyclopropyl)-1,2,4-oxadiazol-5-yl)-1H-pyrazol-1-yl)-N,N-dimethylacetamide